((trans)-4,4-difluoro-2-(trifluoromethyl)cyclopentyl)methanol FC1(C[C@H]([C@@H](C1)CO)C(F)(F)F)F